4-methoxymethyl-2-methyl-3,5,6-trifluorobenzyl (1R)-trans-3-(2-cyano-1-propenyl)-2,2-dimethylcyclopropanecarboxylate C(#N)C(=C[C@H]1C([C@@H]1C(=O)OCC1=C(C(=C(C(=C1F)F)COC)F)C)(C)C)C